C(=O)(OCC1=CC=CC=C1)N1COC([C@@H]1C)=O (S)-N-Cbz-4-methyl-5-oxooxazolidine